3-(4-(1-((R)-tert-butylsulfinyl)-1,2,3,4-tetrahydro-1,8-naphthyridin-2-yl)butoxy)pyrrolidine-1-carboxylic acid tert-butyl ester C(C)(C)(C)OC(=O)N1CC(CC1)OCCCCC1N(C2=NC=CC=C2CC1)[S@](=O)C(C)(C)C